4-{[(1RS)-1-(3,5-difluorophenyl)ethyl]amino}-2-methylpyrido[3,4-d]pyrimidin FC=1C=C(C=C(C1)F)[C@@H](C)NC=1C2=C(N=C(N1)C)C=NC=C2 |r|